ethyl-bis(beta-phenylethyl)phosphine C(C)P(CCC1=CC=CC=C1)CCC1=CC=CC=C1